N-[4-[(6,7-dimethoxy-1,5-naphthyridin-4-yl)oxy]-3-fluorophenyl]-4-hydroxy-2-methyl-5-(3-methylthiophen-2-yl)pyridine-3-carboxamide COC=1N=C2C(=CC=NC2=CC1OC)OC1=C(C=C(C=C1)NC(=O)C=1C(=NC=C(C1O)C=1SC=CC1C)C)F